[3-[2-(dipropylamino)ethyl]-1H-indol-4-yl] acetate C(C)(=O)OC1=C2C(=CNC2=CC=C1)CCN(CCC)CCC